C(C)OC(C)C1=NN2C(=NN(C(C2=C1)=O)CC(=O)NC1=NC=NC=C1)C(C)C 2-(2-(1-ethoxyethyl)-7-isopropyl-4-oxopyrazolo[1,5-d][1,2,4]triazin-5(4H)-yl)-N-(pyrimidin-4-yl)acetamide